1-(2-trifluoromethylphenyl)ethyl-1H-benzotriazole FC(C1=C(C=CC=C1)C(C)N1N=NC2=C1C=CC=C2)(F)F